SCCN1C(NCCC1)=O 1-(2-mercaptoethyl)-tetrahydro-2-pyrimidinone